D-glucopyranosylglycerate C1([C@H](O)[C@@H](O)[C@H](O)[C@H](O1)CO)OC(C(O)CO)=O